3,10,17,20-tetraazahexacosan-26-oate CCNCCCCCCNCCCCCCNCCNCCCCCC(=O)[O-]